N1=C(C=CC=C1)OC1=CC=C(C=C1)C1=NOC(=N1)CC(C(=O)OC(C)(C)C)=C tert-butyl 2-((3-(4-(pyridin-2-yloxy)phenyl)-1,2,4-oxadiazol-5-yl)methyl)acrylate